FC(CN1N=CC(=C1)C1CC1C)F 2-[1-(2,2-difluoroethyl)-1H-pyrazol-4-yl]-3-methylcyclopropane